C(#N)C1=CC=C(C=C1)CC(=O)N 2-(4-cyanophenyl)acetamide